[C@@H]12CCC[C@@H](CC1)N2C2=NC(=NN2C)C=2C=C1CN(C(C1=CC2)=O)C2C(NC(CC2)=O)=O 3-(5-(5-((1R,5S)-8-azabicyclo[3.2.1]octan-8-yl)-1-methyl-1H-1,2,4-triazol-3-yl)-1-oxoisoindolin-2-yl)piperidine-2,6-dione